C(C)(C)C=C(C(=O)N)C i-propyl-methacrylamide